C(#N)C=1C=C(C(=O)N2CC(C2)S(=O)(=O)N2C3=C(OCC2)C(=CN=C3)C3=CC=C(C#N)C=C3)C=CC1 4-(4-((1-(3-cyanobenzoyl)azetidin-3-yl)sulfonyl)-3,4-dihydro-2H-pyrido[4,3-b][1,4]oxazin-8-yl)benzonitrile